CC(CCC(CCCCCCCCCC)O)O pentadecane-2,5-diol